C(N)(=O)C=1C(=NC(=NC1)N1[C@@H](CN(CC1)C(=O)OC(C)(C)C)C)NC1=C(C(=CC=C1)C1=NC=C(C=N1)F)OC |r| (Racemic)-tert-butyl 4-(5-carbamoyl-4-((3-(5-fluoropyrimidin-2-yl)-2-methoxyphenyl)amino)pyrimidin-2-yl)-3-methylpiperazine-1-carboxylate